1,1,1,2,2,5,5,6,6,7,7,7-dodecafluoro-3-heptene FC(C(C=CC(C(C(F)(F)F)(F)F)(F)F)(F)F)(F)F